3-Amino-3-({1-hydroxy-3-[(2-methylbutanoyl)oxy]propan-2-yl}carbamoyl)propanoic acid NC(CC(=O)O)C(NC(CO)COC(C(CC)C)=O)=O